methyl 2-(3-(1,3-dioxoisoindolin-2-yl)prop-1-yn-1-yl)-4-(2,7-diazaspiro[3.5]nonan-2-yl)benzoate O=C1N(C(C2=CC=CC=C12)=O)CC#CC1=C(C(=O)OC)C=CC(=C1)N1CC2(C1)CCNCC2